1-{2-[4-(4-aminopiperidin-1-yl)-3-(3,5-difluorophenyl)quinolin-6-yl]-6-cyano-3,4-difluorophenyl}-3-methoxy-3-methylurea NC1CCN(CC1)C1=C(C=NC2=CC=C(C=C12)C1=C(C(=CC(=C1F)F)C#N)NC(=O)N(C)OC)C1=CC(=CC(=C1)F)F